[I-].C1(=CC=C(C=C1)C)[NH+](C1=CC=C(C=C1)C)C1=CC=C(C=C1)C tricresyl-ammonium iodide